C(C)(=O)C=1C=CC(=NC1)CN(N(C1=NC=CC=N1)C)C(=O)C=1C=C2C=C(C(=NC2=CC1)N)C N-((5-acetylpyridin-2-yl)methyl)-2-amino-N',3-dimethyl-N'-(pyrimidin-2-yl)quinoline-6-carbohydrazide